2,4-Dimethylhexan CC(C)CC(CC)C